S(=O)(=O)(O)C1=C(C=CC(=C1)S(=O)(=O)O)C1=NN(N([NH2+]1)C1=CC=C(C=C1)[N+](=O)[O-])C1=C(C=C(C=C1)[N+](=O)[O-])OC 5-(2,4-disulfophenyl)-3-(2-methoxy-4-nitrophenyl)-2-(4-nitrophenyl)-2H-tetrazolium